C1=C(C=CC2=CC=CC=C12)C1=C2C=CC=CC2=C(C2=CC=CC=C12)C1=CC2=C(N(C(=N2)C2=CC=CC=C2)C2=CC=CC=C2)C=C1 5-(10-(naphthalen-2-yl)anthracen-9-yl)-1,2-diphenyl-1H-benzo[d]imidazole